CC1=CC(=CC(=C1O)[N+](=O)[O-])[N+](=O)[O-] The molecule is a hydroxytoluene that is o-cresol carrying nitro substituents at positions 4 and 6. It has a role as a dinitrophenol insecticide, a fungicide and a herbicide. It is a dinitrophenol acaricide, a nitrotoluene and a hydroxytoluene. It derives from an o-cresol and a 2,4-dinitrophenol.